[Nd].[Ti] Titanium neodymium